delta-pelargolactone C1(CCCC(CCCC)O1)=O